4-(trifluoromethoxy)pyridine FC(OC1=CC=NC=C1)(F)F